Dihydrofuran-2,5-dione O1C(CCC1=O)=O